(4-fluoro-2-(1-methoxycyclopropyl)phenyl)ethan-1-one FC1=CC(=C(C=C1)C(C)=O)C1(CC1)OC